2,4,6-trimethyl-4'-diethylaminobenzophenone CC1=C(C(=O)C2=CC=C(C=C2)N(CC)CC)C(=CC(=C1)C)C